3-([3,4'-bipyridin]-2-yloxy)-5-methoxy-N,N-dimethylbenzamide N1=C(C(=CC=C1)C1=CC=NC=C1)OC=1C=C(C(=O)N(C)C)C=C(C1)OC